C[C@@]12C3=C([C@@H](CC4=C1C=CC=C4)N2CC2(CC2)C2=CC=CC=C2)C=CC=C3 (5S,10R)-5-methyl-12-((1-phenylcyclopropyl)methyl)-10,11-dihydro-5H-5,10-epiminodibenzo[a,d][7]annulene